ClC=1C=C2C(=NC(=NC2=CC1C1=CC=CC2=CC=CC(=C12)Cl)OCC12CCCN2CCC1)N1[C@H](CN(CC1)C(C=C)=O)C (S)-1-(4-(6-chloro-7-(8-chloronaphthalen-1-yl)-2-((tetrahydro-1H-pyrrolizin-7a(5H)-yl)methoxy)quinazolin-4-yl)-3-methylpiperazin-1-yl)prop-2-en-1-one